BrC=1C(N(C(=CC1OCC1=NC=C(C=C1F)F)C)C1=CC(=NC=C1C)C1=NC(=NC=C1)C(C)(C)O)=O (P)-3-bromo-4-((3,5-difluoropyridin-2-yl)methoxy)-2'-(2-(2-hydroxypropan-2-yl)pyrimidin-4-yl)-5',6-dimethyl-2H-[1,4'-bipyridin]-2-one